C(C)OC1=C(C=CC(=N1)[C@H](CS(=O)(=O)C)N1C(N(C=2C1=NC=C(C2C)C2=CC=CC=C2)CC)=O)OC (R)-3-(1-(6-ethoxy-5-methoxypyridin-2-yl)-2-(methylsulfonyl)ethyl)-1-ethyl-7-methyl-6-phenyl-1H-imidazo[4,5-b]pyridin-2(3H)-one